ClC1=NC=C(C(=O)NOC)C(=C1)NC1=C(C=CC=C1)P(C)C 6-chloro-4-((2-(dimethylphosphino)phenyl)amino)-N-methoxynicotinamide